N-(2-(4-(azidomethyl)piperidin-1-yl)ethyl)-1-(3-chlorophenyl)methanesulfonamide N(=[N+]=[N-])CC1CCN(CC1)CCNS(=O)(=O)CC1=CC(=CC=C1)Cl